FC(C=1C=C(OC2=CC=C3C(=C(N=C(C3=C2)OC)C(=O)NCC(=O)O)O)C=C(C1)C(F)(F)F)(F)F (7-(3,5-bis(trifluoromethyl)phenoxy)-4-hydroxy-1-methoxyisoquinoline-3-carbonyl)glycine